sodium anthracenetrisulfonate C1(=C(C(=CC2=CC3=CC=CC=C3C=C12)S(=O)(=O)[O-])S(=O)(=O)[O-])S(=O)(=O)[O-].[Na+].[Na+].[Na+]